(±)-3-methyl-5-(1-methyl-1H-pyrazol-4-yl)-1-pentyl-1,2,3,6-tetrahydropyridine C[C@H]1CN(CC(=C1)C=1C=NN(C1)C)CCCCC |r|